1-[([1,1'-Biphenyl]-2-yl)oxy]-3-(2-undecyl-1H-imidazol-1-yl)propan-2-ol C1(=C(C=CC=C1)OCC(CN1C(=NC=C1)CCCCCCCCCCC)O)C1=CC=CC=C1